CC=1C=C2CCC(NC2=CC1)C=1N=CSC1 4-(6-methyl-1,2,3,4-tetrahydroquinolin-2-yl)thiazole